Cyclobutanecarboxylic acid [4-(2-{2-[3-(5-tert-butyl-2-cyclopropylmethyl-2H-pyrazol-3-yl)-ureido]-thiazol-5-yl}-ethyl)-pyridin-2-yl]-amide C(C)(C)(C)C=1C=C(N(N1)CC1CC1)NC(NC=1SC(=CN1)CCC1=CC(=NC=C1)NC(=O)C1CCC1)=O